tert-butyl 9-(piperidin-4-ylmethyl)-3-oxa-7,9-diazabicyclo[3.3.1]nonane-7-carboxylate N1CCC(CC1)CN1C2COCC1CN(C2)C(=O)OC(C)(C)C